C(C)(C)C1=C(NC2=CC=C(C=C12)C1CNCCO1)C=1C=C(C=2N(C1)N=CN2)C 2-(3-Isopropyl-2-(8-methyl-[1,2,4]triazolo[1,5-a]pyridin-6-yl)-1H-indol-5-yl)morpholin